C(C)(C)(C)C1=C(C(=CC(=C1)OCCCO)N1N=C2C(=N1)C=CC(=C2)SC2=CC=C(C=C2)C)O 2-tert-butyl-4-(3-hydroxy-propoxy)-6-(5-p-tolylsulfanyl-benzotriazol-2-yl)-phenol